NC=1C2=C(N=CN1)N(C=C2C2=CC=C(C=C2)NC(=O)NC2=NOC(=C2)C(C)(C)C)C#CC 1-(4-(4-amino-7-propynyl-7H-pyrrolo[2,3-d]pyrimidin-5-yl)phenyl)-3-(5-tert-butyl-isoxazol-3-yl)urea